N1N(CCC1)C(=O)O Aza-Proline